2-hydroxy-1,4-dimethyl-imidazolidine OC1N(CC(N1)C)C